C(CN)CNCCO N-(2-Hydroxyethyl)-1,3-propanediamine